6-bromo-2,3-dihydro-1λ6-benzo[2,1-b]thiophene-1,1-dione BrC1=CC=2S(CCC2C=C1)(=O)=O